N[C@H]1C[C@H](N(CC1)C(=O)N1CC2(CCCC2)C(CC1)CN1C(C=C(C=C1)C(F)(F)F)=O)C1=CC=CC=C1 1-((7-((2S,4R)-4-Amino-2-phenylpiperidine-1-carbonyl)-7-azaspiro[4.5]decan-10-yl)methyl)-4-(trifluoromethyl)pyridin-2(1H)-one